trimethyloxymethylmethane COC(OC)(OC)C